dodecyl 3,5-diamino-benzoate NC=1C=C(C(=O)OCCCCCCCCCCCC)C=C(C1)N